C(C)(C)(C)OC(=O)N1C[C@@H](CCC1)NC=1C2=C(N=CN1)NC=C2CC2CC2 (R)-3-((5-(cyclopropylmethyl)-7H-pyrrolo[2,3-d]pyrimidin-4-yl)amino)piperidine-1-carboxylic acid tert-butyl ester